CN1N=C(C=C1)C1C(CCC1)O 2-(1-methyl-1H-pyrazol-3-yl)cyclopentan-1-ol